C(C)(C)(C)OC(=O)NCCC1=CC=C(C=C1)NC(=O)C=1C=C(C(=NC1)N1CCN(CC1)C(=O)OC(C)(C)C)Cl tert-butyl 4-[5-[[4-[2-(tert-butoxycarbonylamino)ethyl]phenyl] carbamoyl]-3-chloro-2-pyridyl]piperazine-1-carboxylate